Boc-L-arginine hydrochloride Cl.C(=O)(OC(C)(C)C)N[C@@H](CCCNC(N)=N)C(=O)O